2-((3,3-difluoro-1-methylcyclobutyl)methyl)-N-(2-(N,S-dimethylsulfonimidoyl)pyridin-4-yl)-6-fluoro-2H-indazole-3-carboxamide FC1(CC(C1)(C)CN1N=C2C=C(C=CC2=C1C(=O)NC1=CC(=NC=C1)S(=O)(=NC)C)F)F